1,1-bis(3-cyclohexyl-4-cyanatophenyl)cyclohexane Methyl-2-((4-bromo-6-fluoro-1H-indol-5-yl)oxy)pyridine-4-carbimidothioate hydroiodide I.CSC(=N)C1=CC(=NC=C1)OC=1C(=C2C=CNC2=CC1F)Br.C1(CCCCC1)C=1C=C(C=CC1OC#N)C1(CCCCC1)C1=CC(=C(C=C1)OC#N)C1CCCCC1